(R)-N'-((1,2,3,5,6,7-hexahydro-s-indacen-4-yl-1,1,7,7-d4)carbamoyl)-2-(2-hydroxy-propan-2-yl)thiazole-5-sulfonimidamide C1(CCC2=C(C=3CCC(C3C=C12)([2H])[2H])NC(=O)N=[S@](=O)(N)C1=CN=C(S1)C(C)(C)O)([2H])[2H]